C(C)(C)(C)OC(=O)NC=1C=C(C=NC1)CN(C(OC(C)(C)C)=O)CCO[Si](C)(C)C(C)(C)C tert-butyl ((5-((tert-butoxycarbonyl)amino)pyridin-3-yl)methyl)(2-((tert-butyldimethylsilyl)oxy)ethyl)carbamate